3-(methylsulfanyl)-4-(trifluoromethyl)-benzamide CSC=1C=C(C(=O)N)C=CC1C(F)(F)F